[N+](=O)([O-])C(CCCCCO)(C)C mononitroisooctyl alcohol